C1C(CC2=CC=CC=C12)NC(=O)C1=CC=NC=2N1N=C(C2C(=O)N)C N7-indan-2-yl-2-methyl-pyrazolo[1,5-a]pyrimidine-3,7-dicarboxamide